[Si](C)(C)(C(C)(C)C)O[C@@H]1[C@@H](O[C@@H]([C@H]1O[Si](C)(C)C(C)(C)C)CO[Si](C)(C)C(C)(C)C)N1C(NC(C=C1)=O)=O 1-((2R,3S,4R,5R)-3,4-bis((tert-butyldimethylsilyl)oxy)-5-(((tert-butyldimethylsilyl)oxy)methyl)tetrahydrofuran-2-yl)pyrimidine-2,4(1H,3H)-dione